di(methylbenzyl) ether CC(C1=CC=CC=C1)OC(C1=CC=CC=C1)C